OC1=CC(N(C2=CC=CN=C12)C)=O 4-hydroxy-1-methyl-1,5-naphthyridin-2(1H)-one